C(\C=C/C(=O)O)(=O)O.C(C1=CC=CC=C1)(=O)C1=CC=CC=C1 benzophenone maleate